NC1=CC=C(C=N1)/C=C/C(=O)NCC=1OC2=C(C1)C=C(C=C2C(F)(F)F)C2=NC=C(C=N2)C(=O)N2CC(CC2)(F)F (E)-3-(6-aminopyridin-3-yl)-N-((5-(5-(3,3-difluoropyrrolidine-1-carbonyl)pyrimidin-2-yl)-7-(trifluoromethyl)benzofuran-2-yl)methyl)acrylamide